C(CCC)OC1=CC=C(C=C1)C(C#C)(O)C1=CC=C(C=C1)OCCCC 1,1-bis(4-butoxyphenyl)-2-propyn-1-ol